2-{4-[(1S,4S,5R)-5-{[5-cyclopropyl-3-(2,6-dichlorophenyl)-1,2-oxazol-4-yl]methoxy}-2-azabicyclo[2.2.1]heptan-2-yl]-3-fluorophenyl}acetic acid C1(CC1)C1=C(C(=NO1)C1=C(C=CC=C1Cl)Cl)CO[C@H]1[C@@H]2CN([C@H](C1)C2)C2=C(C=C(C=C2)CC(=O)O)F